BrC1=C(C2=C(OCO2)C=C1)N=C=S 5-bromo-4-isothiocyanato-2H-1,3-benzodioxole